4'-methoxy-3',5,7-trihydroxyflavanone COC1=C(C=C(C2OC3=CC(=CC(=C3C(C2)=O)O)O)C=C1)O